CC(CCC(C)C)NC1=CC=C(C=C1)NC(CCC(C)C)C bis(1,4-dimethylpentyl)p-phenylenediamine